4-cyclopropyl-5-methoxy-2-(5-(((tetrahydro-2H-pyran-2-yl)oxy)methyl)-1-((trimethylsilyl)methyl)-1H-1,2,3-triAzol-4-yl)pyrimidine C1(CC1)C1=NC(=NC=C1OC)C=1N=NN(C1COC1OCCCC1)C[Si](C)(C)C